pyrido[4,3-d]pyrimidine (7-(naphthalen-1-yl)-2-((tetrahydro-1H-pyrrolizin-7a(5H)-yl)methoxy)pyrido[4,3-d]pyrimidin-4-yl)-3,8-diazabicyclo[3.2.1]octane-8-carboxylate C1(=CC=CC2=CC=CC=C12)C1=CC=2N=C(N=C(C2C=N1)OC(=O)N1C2CNCC1CC2)OCC21CCCN1CCC2.N2=CN=CC1=C2C=CN=C1